NC1=C2N=CN(C2=NC=N1)C[C@@H](C)OCP(OCCSCCCCCCCCCCCCCCCCCC(F)(F)F)(O)=O 2-((18,18,18-trifluorooctadecyl)thio)ethyl hydrogen ((((R)-1-(6-amino-9H-purin-9-yl)propan-2-yl)oxy)methyl)phosphonate